C1(OC(CF)(F)O1)=O 1,2-difluoroethylidene carbonate